3-(2-Fluorophenyl)-4-oxo-3,4-dihydro-phthalazin-1-yl triflate O(S(=O)(=O)C(F)(F)F)C1=NN(C(C2=CC=CC=C12)=O)C1=C(C=CC=C1)F